3-(1-cyano-2-ethoxy-1-methyl-2-oxoethyl)azetidine-1-carboxylic acid benzyl ester C(C1=CC=CC=C1)OC(=O)N1CC(C1)C(C(=O)OCC)(C)C#N